(7-Methyl-1-oxido-2-phenyl-2H-thiochromen-3-yl)(phenyl)methanone CC1=CC=C2C=C(C(S(C2=C1)=O)C1=CC=CC=C1)C(=O)C1=CC=CC=C1